C(C)(=O)O[C@H]1[C@@H]2CC(C[C@H]([C@H]1OC(C1=CC=CC=C1)(C1=CC=C(C=C1)OC)C1=CC=C(C=C1)OC)N2C(C)C)O (1R,5S,6S,7R)-7-(Bis(4-methoxyphenyl)(phenyl)methoxy)-3-hydroxy-8-isopropyl-8-azabicyclo[3.2.1]octan-6-yl acetate